5-((5,6-dichlorobenzo[d]oxazol-2-yl)amino)-N-hydroxynicotinamide ClC=1C(=CC2=C(N=C(O2)NC=2C=NC=C(C(=O)NO)C2)C1)Cl